((1s,4s)-4-((2-((2-(1-(Cyclopropylsulfonyl)-1H-pyrazol-4-yl)pyrimidin-4-yl)amino)-5-((1-(2,2,2-trifluoroethyl)-1H-pyrazol-4-yl)ethynyl)pyridin-4-yl)amino)cyclohexyl)methanol C1(CC1)S(=O)(=O)N1N=CC(=C1)C1=NC=CC(=N1)NC1=NC=C(C(=C1)NC1CCC(CC1)CO)C#CC=1C=NN(C1)CC(F)(F)F